NC=1CC(=CC2=C(N1)C=CS2)C(=O)N(CCC)CCCN 5-amino-N-(3-aminopropyl)-N-propyl-6H-thieno[3,2-b]azepin-7-carboxamide